C1(=CC=CC=C1)COP(O)(O)=O phenyl-methyl-phosphoric acid